3-(isopropylsulfonyl)benzamide C(C)(C)S(=O)(=O)C=1C=C(C(=O)N)C=CC1